C(C)(=O)OCNC(CNC(=O)OCC[Si](C)(C)C)=O [(N-{[2-(Trimethylsilyl)ethoxy]carbonyl}glycyl)amino]methyl acetate